5-chloro-N-[(2S)-1-({(1S)-1-cyano-2-[(3S)-2-oxopyrrolidin-3-yl]ethyl}amino)-4,4-dimethyl-1-oxopentan-2-yl]-3-ethyl-1H-indole-2-carboxamide ClC=1C=C2C(=C(NC2=CC1)C(=O)N[C@H](C(=O)N[C@@H](C[C@H]1C(NCC1)=O)C#N)CC(C)(C)C)CC